BrC1=CC=C(C=C1)C1=NN(C=C1I)C1CC(CC1)O[Si](C1=CC=CC=C1)(C1=CC=CC=C1)C(C)(C)C 3-(4-bromophenyl)-1-(3-((tert-butyldiphenylsilyl)oxy)cyclopentyl)-4-iodo-1H-pyrazole